FC(C=1C(=NC=CC1)C#N)(F)F 3-trifluoromethyl-cyanopyridine